2-(2-((tert-butyldimethylsilyl)oxy)ethoxy)-4-(1-isopropyl-4-(trifluoromethyl)-1H-imidazol-2-yl)benzaldehyde [Si](C)(C)(C(C)(C)C)OCCOC1=C(C=O)C=CC(=C1)C=1N(C=C(N1)C(F)(F)F)C(C)C